4-(5-(4-(1-(4-((5-chloro-4-((2-(dimethylphosphoryl)phenyl)amino)pyrimidine-2-yl)amino)-3-methoxyphenyl)piperidin-4-yl)piperazin-1-yl)pent-1-en-1-yl)-1-carbonylisoindoline ClC=1C(=NC(=NC1)NC1=C(C=C(C=C1)N1CCC(CC1)N1CCN(CC1)CCCC=CC1=C2CNC(C2=CC=C1)=C=O)OC)NC1=C(C=CC=C1)P(=O)(C)C